3-((difluoromethyl)sulfonyl)-N-((2-(6-((2,2,6,6-tetramethylpiperidin-4-yl)oxy)pyridin-3-yl)-1,6-naphthyridin-7-yl)methyl)benzamide FC(S(=O)(=O)C=1C=C(C(=O)NCC2=NC=C3C=CC(=NC3=C2)C=2C=NC(=CC2)OC2CC(NC(C2)(C)C)(C)C)C=CC1)F